N-{3-Fluoro-4-[(6-(methyloxy)-7-{[(1-methylpiperidin-4-yl)methyl]oxy}chinolin-4-yl)oxy]phenyl}-N'-(4-fluorophenyl)cyclopropan-1,1-dicarboxamid FC=1C=C(C=CC1OC1=CC=NC2=CC(=C(C=C12)OC)OCC1CCN(CC1)C)NC(=O)C1(CC1)C(=O)NC1=CC=C(C=C1)F